C(C)N1C(NC2=CC(=CC=C2C1=S)CN1CCN(CC1)C=1C=CC=2N(C1)C(=NC2)NC)=O 3-ethyl-7-((4-(3-(methylamino)imidazo[1,5-a]pyridin-6-yl)piperazin-1-yl)methyl)-4-thioxo-3,4-dihydroquinazolin-2(1H)-one